C(C)C(CC1=CC=CC=2N(N=NC21)C)CCCC (2-ethylhexyl)-methyl-1H-benzotriazol